1,3,4-oxadiazole-2-carboxylic acid ethyl ester C(C)OC(=O)C=1OC=NN1